C(#N)C1=CC(=C(C=C1)NS(=O)(=O)C1=CNC(=C1)C1=C(C=CC=C1)OC(F)(F)F)F N-(4-cyano-2-fluorophenyl)-5-[2-(trifluoromethoxy)phenyl]-1H-pyrrole-3-sulfonamide